3,5-dimethoxy-4-hydroxy-benzoic acid COC=1C=C(C(=O)O)C=C(C1O)OC